5-chloro-2-methyl-3-((6-oxo-1-((2-oxo-6-(1H-pyrazol-3-yl)-1,2-dihydropyridin-3-yl)methyl)-4-(trifluoromethyl)-1,6-dihydropyrimidin-5-yl)oxy)benzonitrile ClC=1C=C(C(=C(C#N)C1)C)OC1=C(N=CN(C1=O)CC=1C(NC(=CC1)C1=NNC=C1)=O)C(F)(F)F